C1(=CC=C(C=C1)C1=C2C(=NNC2=CC=C1)NC1=CC=C(C(=O)O)C=C1)C=1CCCCC1 4-((4-(2',3',4',5'-tetrahydro-[1,1'-biphenyl]-4-yl)-1H-indazol-3-yl)amino)benzoic acid